trilead undecyliodide C(CCCCCCCCCC)I.[Pb].[Pb].[Pb]